C1(=CC(=CC(=C1)C)C)O 3,5-xylenol